C(CCCCCCC)C(C)CCCCCCCCCCCCCC 2-octylhexadecane